ClC1=CC=C(C=C1)C=1N=CN(C1C1=CC=NC=C1)CC(=O)N1CC2(C1)CCN(CC2)C(=O)OC(C)(C)C tert-butyl 2-{2-[4-(4-chlorophenyl)-5-(pyridin-4-yl)-1H-imidazol-1-yl] acetyl}-2,7-diazaspiro[3.5]nonane-7-carboxylate